2-(2-(3,4-Difluorophenoxy)ethyl)-7-thia-2-azaspiro[3.5]nonane 7,7-dioxide FC=1C=C(OCCN2CC3(C2)CCS(CC3)(=O)=O)C=CC1F